NC1=NN2C(C=C(C=C2)S(=O)(=O)[O-])=C1 2-aminopyrazolo[1,5-a]pyridin-5-yl-sulfonate